Cl.NCC(=O)C1=CC=C(C=C1)[N+](=O)[O-] 2-amino-1-(4-nitrophenyl)ethanone hydrochloride